(S)-2-((5,6-dimethylpyridazin-3-yl)amino)cyclohexan-1-one CC=1C=C(N=NC1C)N[C@@H]1C(CCCC1)=O